3-methyl-5-chloro-1-(2,6,6-trimethyl-1-cyclohexene-1-yl)-1,3-pentadiene CC(C=CC1=C(CCCC1(C)C)C)=CCCl